FC(N1N=C(C(=C1C)CC=O)C)F 2-(1-(difluoromethyl)-3,5-dimethyl-1H-pyrazol-4-yl)acetaldehyde